COC(=O)N1[C@H](CCC2=C(C(=CC=C12)Br)N)C (2S)-5-amino-6-bromo-2-methyl-1,2,3,4-tetrahydroquinoline-1-carboxylic acid methyl ester